FC1=C2[C@@H](CCOC2=CC(=C1)F)O (R)-5,7-Difluorochroman-4-ol